N-(4-morpholinyl-2-(piperidin-1-yl)phenyl)-2-(1H-pyrazol-4-yl)thiazole-4-carboxamide N1(CCOCC1)C1=CC(=C(C=C1)NC(=O)C=1N=C(SC1)C=1C=NNC1)N1CCCCC1